N-phenylethyl-1,3-bis(aminomethyl)benzene C1(=CC=CC=C1)CCNCC1=CC(=CC=C1)CN